2-(2,6-dioxopiperidin-3-yl)-4-(3-methyl-4-(morpholinomethyl)benzylamino)isoindoline-1,3-dione O=C1NC(CCC1N1C(C2=CC=CC(=C2C1=O)NCC1=CC(=C(C=C1)CN1CCOCC1)C)=O)=O